(E)-3-(dimethylamino)-1-(5-methoxypyridin-2-yl)prop-2-en-1-one (1R,3S)-3-(3-{[(6-methoxypyridin-3-yl)acetyl]amino}-1H-pyrazol-5-yl)cyclopentyl[(2ξ)-2-(hydroxymethyl)butyl]carbamate COC1=CC=C(C=N1)CC(=O)NC1=NNC(=C1)[C@@H]1C[C@@H](CC1)N(C(O)=O)CC(CC)CO.CN(/C=C/C(=O)C1=NC=C(C=C1)OC)C